1-[2-(1-phenyl-1H-pyrazol-4-yl)-1,3-thiazole-4-carbonyl]piperidin-3-amine C1(=CC=CC=C1)N1N=CC(=C1)C=1SC=C(N1)C(=O)N1CC(CCC1)N